OC1=C(C=CC=2C(C3=CC=CC=C3C(C12)=O)=O)O 1,2-Dihydroxyanthraquinone